NC1=C(C(=NC=2N1N=C(C2CC)C)NCCC2=NC(=CC=C2)C)C#N 7-Amino-3-ethyl-2-methyl-5-((2-(6-methylpyridin-2-yl)ethyl)amino)pyrazolo[1,5-a]pyrimidine-6-carbonitrile